(2-methoxy-6-(1-oxoisoindolin-4-yl)pyridin-3-yl)-5-methyl-3-phenylisoxazole-4-carboxamide COC1=NC(=CC=C1NC(=O)C=1C(=NOC1C)C1=CC=CC=C1)C1=C2CNC(C2=CC=C1)=O